BrC1=C2C(N(C(C2=CC(=C1)CN1CCNCC1)=O)C1C(NC(CC1)=O)=O)=O 4-bromo-2-(2,6-dioxopiperidin-3-yl)-6-(piperazin-1-ylmethyl)isoindoline-1,3-dione